titanium tetra(methylbenzoate) CC1=C(C(=O)[O-])C=CC=C1.CC1=C(C(=O)[O-])C=CC=C1.CC1=C(C(=O)[O-])C=CC=C1.CC1=C(C(=O)[O-])C=CC=C1.[Ti+4]